[(1R,2R)-2-azanidylcyclohexyl]azanide [NH-][C@H]1[C@@H](CCCC1)[NH-]